5-(5-Amino-4-methylpyrid-3-yl)-3-(4-(4-methylpiperazin-1-yl)phenyl)-1H-pyrazolo[4,3-c]pyridazin-6(5H)-on NC=1C(=C(C=NC1)N1N=C2C(=CC1=O)NN=C2C2=CC=C(C=C2)N2CCN(CC2)C)C